ClC=1C=C(C=CC1Cl)C1=NOC(=C1)NC(CCC(=O)N1C=2N(CCC1)N=C(C2)C)=O N-(3-(3,4-dichlorophenyl)isoxazol-5-yl)-4-(2-methyl-6,7-dihydropyrazolo[1,5-a]pyrimidin-4(5H)-yl)-4-oxobutanamide